4-(4-((tert-butoxycarbonyl)amino)-1-methyl-1H-pyrazol-3-yl)butanoic acid methyl ester COC(CCCC1=NN(C=C1NC(=O)OC(C)(C)C)C)=O